4,6-dimethyl-4,5,6,7-tetrahydro-1H-benzo[1,2,3]triazole CC1CC(CC=2NN=NC21)C